FC1=C(C(=CC=C1)F)C1=C(C=CC(=C1)F)[C@@H]1[C@H](C1)C(=O)N1C[C@H](CC1)NS(=O)(=O)C N-{(3S)-1-[(1S,2S)-2-(2',5,6'-trifluoro[1,1'-biphenyl]-2-yl)cyclopropane-1-carbonyl]pyrrolidin-3-yl}methanesulfonamide